S(N)(OC[C@@H]1OC(O[C@H]1C1=C(C=CC=C1)Cl)(C)C)(=O)=O ((4S,5S)-5-(2-chlorophenyl)-2,2-dimethyl-1,3-dioxolan-4-yl)methyl sulfamate